1-(3-(4-(tert-butyl)phenyl)-1-ethoxyisoquinolin-6-yl)ethane C(C)(C)(C)C1=CC=C(C=C1)C=1N=C(C2=CC=C(C=C2C1)CC)OCC